C(CS)(=O)[O-].[Ag+] silver thioglycolate